2,4,6-trimethylphenyl-benzenesulfonic acid chloride CC1=C(C(=CC(=C1)C)C)C1=C(C=CC=C1)S(=O)(=O)Cl